BrC=1C(=CC(=C(C1)O)C)C 5-bromo-2,4-dimethylphenol